C(CCCCC)NC[C@@H]([C@H]([C@@H]([C@@H](CO)O)O)O)O (2R,3R,4R,5S)-6-(hexylamino)hexane-1,2,3,4,5-penta-ol